4-(5,5-dimethyl-2-(6-methylpyridin-2-yl)-5,6-dihydro-7H-pyrrolo[2,3-d]pyrimidin-7-yl)nicotinonitrile CC1(CN(C=2N=C(N=CC21)C2=NC(=CC=C2)C)C2=CC=NC=C2C#N)C